bis(2-hydroxyethyl)-N-methyl-N-trifluoromethylammonium iodide [I-].OCC[N+](C(F)(F)F)(C)CCO